isopropyl (S)-6-diazo-2-((S)-2-hydroxy-2-(3-methoxypyridin-4-yl)acetamido)-5-oxohexanoate [N+](=[N-])=CC(CC[C@@H](C(=O)OC(C)C)NC([C@H](C1=C(C=NC=C1)OC)O)=O)=O